C(C)(C)(C)OC(N[C@H]1COC2(C1)CCNCC2)=O ((R)-1-oxa-8-azaspiro[4.5]Decan-3-yl)carbamic acid tert-butyl ester